3-(5-methylpiperidin-2-yl)Phenol CC1CCC(NC1)C=1C=C(C=CC1)O